7-chloro-3-(3,5-dimethoxyphenyl)-1-(3-(4-methylpiperazin-1-yl)propyl)-1,6-naphthyridin-2(1H)-one ClC1=NC=C2C=C(C(N(C2=C1)CCCN1CCN(CC1)C)=O)C1=CC(=CC(=C1)OC)OC